3,6-dioctylcarbazole C(CCCCCCC)C=1C=CC=2NC3=CC=C(C=C3C2C1)CCCCCCCC